COC(CC(=O)N1CCC(CC1)CSC1=CC=CC=2CCCCC12)OC 3,3-dimethoxy-1-(4-(((5,6,7,8-tetrahydronaphthalen-1-yl)thio)methyl)piperidin-1-yl)propan-1-one